(R)-N'-((2,3-dicyclopropyl-6,7-dihydro-5H-cyclopenta[b]pyridin-4-yl)carbamoyl)-1-(difluoromethyl)-4-fluoro-1H-pyrazole-3-sulfonimidamide C1(CC1)C1=C(C(=C2C(=N1)CCC2)NC(=O)N=[S@](=O)(N)C2=NN(C=C2F)C(F)F)C2CC2